C(C)(C)(C)OC(=O)N1CCC(CC1)N1C(NC2=C1C=C(C(=C2)F)F)=O 4-(5,6-difluoro-2-oxo-2,3-dihydro-1H-benzo[d]imidazol-1-yl)piperidine-1-carboxylic acid tert-butyl ester